hexadecanoyl-sn-glycero-3-phosphorylcholine C(CCCCCCCCCCCCCCC)(=O)C(OP(OC[C@@H](CO)O)(=O)O)C[N+](C)(C)C